BrC1=CC=C(C=C1)NC(OCC1=CC=CC=C1)=O Benzyl (4-bromophenyl)carbamate